(hydroxy-phenyl)methacrylamide OC1=C(C=CC=C1)C=C(C(=O)N)C